CC1=C(C2=C(N=C3N(C2=S)CCC3)O1)C 2,3-dimethyl-7,8-dihydrofuro[2,3-D]pyrrolo[1,2-a]pyrimidin-4(6H)-thione